C(C(=C)C)(=O)OCCNCCCC butylaminoethyl Methacrylate